COC=1C=CC2=C(N(C=N2)C)C1CNC(=O)NC1=CC=C(C=C1)C(F)(F)F 1-((6-methoxy-1-methyl-1H-benzimidazol-7-yl)methyl)-3-(4-(trifluoromethyl)-phenyl)urea